2-benzyl 1-methyl (1S,2R)-1-methylcyclohexane-1,2-dicarboxylate C[C@]1([C@@H](CCCC1)C(=O)OCC1=CC=CC=C1)C(=O)OC